C(C)(C)(C)OC(CN1N=C(C(=C1)Br)C#N)=O 2-(4-bromo-3-cyano-1H-pyrazol-1-yl)acetic acid tert-butyl ester